(1R,3S,5R)-3-((6-bromo-3-fluoropyridin-2-yl)carbamoyl)-2-azabicyclo[3.1.0]hexane-2-carboxylic acid tert-butyl ester C(C)(C)(C)OC(=O)N1[C@@H]2C[C@@H]2C[C@H]1C(NC1=NC(=CC=C1F)Br)=O